6-amino-9-(4-((dipropylamino)methyl)-2-methoxybenzyl)-2-ethoxy-9H-purin-8-ol NC1=C2N=C(N(C2=NC(=N1)OCC)CC1=C(C=C(C=C1)CN(CCC)CCC)OC)O